Octadecanedioic Acid mono-tert-butylester C(C)(C)(C)OC(CCCCCCCCCCCCCCCCC(=O)O)=O